1,5-dibromo-2-fluoro-4-methylbenzene BrC1=C(C=C(C(=C1)Br)C)F